tert-butyl 3,5-difluoro-4-(trifluoromethoxy)benzyl(4-(2-((6-(oxazol-5-yl)-1H-indazol-4-yl)amino)ethoxy)butyl)carbamate FC=1C=C(CN(C(OC(C)(C)C)=O)CCCCOCCNC2=C3C=NNC3=CC(=C2)C2=CN=CO2)C=C(C1OC(F)(F)F)F